Cl.N[C@H](C(=O)O)CC1CC=C(CC1)C1=NC(=NC(=C1)OC(C(F)(F)F)C1=C(C=C(C=C1)Cl)C1=CC=C(C=C1)F)N (2S)-2-amino-3-(4-(2-amino-6-(1-(5-chloro-4'-fluoro-[1,1'-biphenyl]-2-yl)-2,2,2-trifluoroethoxy)pyrimidine-4-yl)cyclohex-3-ene-1-yl)propionic acid hydrochloride